NC1=C(C(=NN1C1=C(C(=CC=C1Cl)O)C)C=1SC=CN1)C(=O)N 5-amino-1-(6-chloro-3-hydroxy-2-methylphenyl)-3-(thiazol-2-yl)-1H-pyrazole-4-carboxamide